C[C@H](CN1CCCC1)O (R)-1-methyl-2-pyrrolidinoethanol